9,9'-(5-(2,6-diphenylpyrimidin-4-yl)-1,3-phenylene)bis(3,6-di-p-tolyl-9H-carbazole) C1(=CC=CC=C1)C1=NC(=CC(=N1)C=1C=C(C=C(C1)N1C2=CC=C(C=C2C=2C=C(C=CC12)C1=CC=C(C=C1)C)C1=CC=C(C=C1)C)N1C2=CC=C(C=C2C=2C=C(C=CC12)C1=CC=C(C=C1)C)C1=CC=C(C=C1)C)C1=CC=CC=C1